FC=1C=C(C=C(C1F)N1N=CC(=C1)OC)[C@H]1[C@@H](C1)C=1C=NC(=NC1)C1=NC=CC=N1 trans-5-(2-(3,4-difluoro-5-(4-methoxy-1H-pyrazol-1-yl)phenyl)cyclopropyl)-2,2'-bipyrimidine